6-(1H-benzo[d]imidazol-2-yl)-N-(3-(3-(benzo[d]thiazol-2-yl)benzoyl)-3-azabicyclo[3.1.0]hex-6-yl)picolinamide N1C(=NC2=C1C=CC=C2)C2=CC=CC(=N2)C(=O)NC2C1CN(CC21)C(C2=CC(=CC=C2)C=2SC1=C(N2)C=CC=C1)=O